ethyl 2-(piperazin-1-yl)-2,3-dihydro-1H-indene-5-carboxylate hydrochloride Cl.N1(CCNCC1)C1CC2=CC=C(C=C2C1)C(=O)OCC